CC1CN(CC(O1)C=1C=NNC1)C1=NC=CC(=N1)C1=CN=C2N1C=C(C=C2)C(F)(F)F 2-methyl-6-(1H-pyrazol-4-yl)-4-[4-[6-(trifluoromethyl)imidazo[1,2-a]pyridin-3-yl]pyrimidin-2-yl]morpholine